(12aR)-10-chloro-9-(5-methyl-1H-indazol-4-yl)-1,2,3,4,12,12a-hexahydro-6H-pyrazino[2,1-c][1,4]benzoxazepine ClC1=C(C=CC=2CN3[C@@H](COC21)CNCC3)C3=C2C=NNC2=CC=C3C